FC1=C(C=C(C=C1)CC(=O)N1CCN(CC1)C=1C=CC=2N(N1)C=NN2)C(C)C 2-[4-fluoro-3-(propan-2-yl)phenyl]-1-(4-{[1,2,4]triazolo[4,3-b]pyridazin-6-yl}piperazin-1-yl)ethan-1-one